C(C)(=O)NC=1SC(=CN1)CN1C[C@H](N(C[C@@H]1C)C(=O)OCC1=CC=CC=C1)CC1=CC(=NC=C1)C Benzyl (2R,5S)-4-((2-acetamidothiazol-5-yl)methyl)-5-methyl-2-((2-methylpyridin-4-yl)methyl)piperazine-1-carboxylate